FC1=CC=C(C=C1)C=1C=C2C(=C(C(N(C2=NC1)CCC1=CC=NC=C1)=O)C(=O)NC1CC2(CC2)C1)O 6-(4-fluorophenyl)-4-hydroxy-2-oxo-1-(2-(pyridin-4-yl)ethyl)-N-(spiro[2.3]hexan-5-yl)-1,2-dihydro-1,8-naphthyridine-3-carboxamide